tert-butyl (S)-4-(3-(3-(4-((2-((2-methylpyrrolidin-1-yl)methyl)-1H-benzo[d]imidazol-5-yl)carbamoyl)phenyl)-1,2,4-oxadiazol-5-yl)propyl)piperidine-1-carboxylate C[C@@H]1N(CCC1)CC1=NC2=C(N1)C=CC(=C2)NC(=O)C2=CC=C(C=C2)C2=NOC(=N2)CCCC2CCN(CC2)C(=O)OC(C)(C)C